3-ethoxycarbonyl-7-phenylpyrazolo[1,5-a]pyrimidine C(C)OC(=O)C=1C=NN2C1N=CC=C2C2=CC=CC=C2